5,7-difluoro-N-[(2S)-1-({(2S)-4-hydroxy-3-oxo-1-[(3S)-2-oxopiperidin-3-yl]butan-2-yl}amino)-4,4-dimethyl-1-oxopentan-2-yl]-1H-indole-2-carboxamide FC=1C=C2C=C(NC2=C(C1)F)C(=O)N[C@H](C(=O)N[C@@H](C[C@H]1C(NCCC1)=O)C(CO)=O)CC(C)(C)C